(R)-N'-((3-hydroxy-1,2,3,5,6,7-hexahydro-s-indacen-4-yl)carbamoyl)-2-(2-hydroxypropan-2-yl)thiazole-5-sulfonimidamide OC1CCC2=CC=3CCCC3C(=C12)NC(=O)N=[S@](=O)(N)C1=CN=C(S1)C(C)(C)O